BrC1=NC=C(N1COCC[Si](C)(C)C)/C=C/C(=O)OC methyl (E)-3-[2-bromo-3-(2-trimethylsilylethoxymethyl)imidazol-4-yl]prop-2-enoate